N[C@@H](C(=O)N[C@H]1[C@H]2SC([C@@H](N2C1=O)C(=O)O)(C)C)C1=CC=CC=C1 (2S,5R,6R)-6-([(2R)-2-amino-2-phenylacetyl]amino)-3,3-dimethyl-7-oxo-4-thia-1-azabicyclo[3.2.0]heptane-2-carboxylic acid